Ethyl 2-((4-(4-(3-chlorophenyl)-2,2-dimethylpiperazine-1-carbonyl)-2-fluorophenyl)sulfinyl)acetate ClC=1C=C(C=CC1)N1CC(N(CC1)C(=O)C1=CC(=C(C=C1)S(=O)CC(=O)OCC)F)(C)C